(S)-1-(5-(6-(3-Methoxytetrahydrofuran-3-yl)-4-methylpyridin-2-yl)-7-(1-methyl-1H-pyrazol-4-yl)pyrrolo[1,2-c]pyrimidin-3-yl)urea CO[C@]1(COCC1)C1=CC(=CC(=N1)C=1C=C(N2C=NC(=CC21)NC(=O)N)C=2C=NN(C2)C)C